C(C1=CC=CC=C1)OC(N[C@H](C(=O)NC=1C=C2CC(CC2=CC1)(N1CC2(CC2)CNC1=O)C(NC)=O)C1CCCCC1)=O ((1S)-1-cyclohexyl-2-((2-(methylcarbamoyl)-2-(6-oxo-5,7-diazaspiro[2.5]oct-5-yl)-2,3-dihydro-1H-inden-5-yl)amino)-2-oxoethyl)carbamic acid benzyl ester